tert-butyl 2-[(E)-3-methoxy-3-oxo-prop-1-enyl]-2-methyl-pyrrolidine-1-carboxylate COC(/C=C/C1(N(CCC1)C(=O)OC(C)(C)C)C)=O